N-[(3-chloro-4-fluorophenyl)methyl]-1-ethyl-5-oxopyrrolidin-3-carboxamid ClC=1C=C(C=CC1F)CNC(=O)C1CN(C(C1)=O)CC